C(=O)OC1(CCC1)N 1-aminocyclobutyl formate